3-methyl-2-[3-(trifluoromethyl)phenoxy]pyridine CC=1C(=NC=CC1)OC1=CC(=CC=C1)C(F)(F)F